(R)-3-((5-(cyclopentylmethyl)-7H-pyrrolo[2,3-d]pyrimidin-4-yl)amino)piperidine-1-carboxylic acid tert-butyl ester C(C)(C)(C)OC(=O)N1C[C@@H](CCC1)NC=1C2=C(N=CN1)NC=C2CC2CCCC2